BrC=1C=CC2=C(N=C(S2)[C@H]2[C@@H](CN(CC2)C)OC)C1 |r| 5-bromo-2-[rac-(3S,4R)-3-methoxy-1-methyl-4-piperidyl]-1,3-benzothiazole